C(C)N1N=C(C(=C1C=1OC=C(N1)N1C=C(C=2C1=CN=C(C2)C)C(=O)N)O)C 1-[2-(2-Ethyl-4-hydroxy-5-methyl-pyrazol-3-yl)oxazol-4-yl]-5-methyl-pyrrolo[2,3-c]pyridine-3-carboxamide